1,1-dioxido-2,3-dihydrothiophen-3-yl 4-(phenoxymethyl)benzenesulfonate O(C1=CC=CC=C1)CC1=CC=C(C=C1)S(=O)(=O)OC1CS(C=C1)(=O)=O